[3-[3-(8-methoxyquinolin-5-yl)-1H-pyrazolo[3,4-b]pyrazin-6-yl]-7-(5-methyl-1,2-oxazol-3-yl)-3-azabicyclo[4.1.0]heptan-7-yl]methanamine COC=1C=CC(=C2C=CC=NC12)C1=NNC2=NC(=CN=C21)N2CC1C(C1CC2)(C2=NOC(=C2)C)CN